OC1=C(C=CC(=C1)C(F)(F)F)C=1C2=C(C(=NN1)N[C@H]1CN(CCC1)CC(=O)N1C[C@H](CC1)O)COC2 2-((R)-3-((4-(2-hydroxy-4-(trifluoromethyl)phenyl)-5,7-dihydrofuro[3,4-d]pyridazin-1-yl)amino)piperidin-1-yl)-1-((S)-3-hydroxypyrrolidin-1-yl)ethan-1-one